1-(4-methoxybenzyl)-1-(quinolin-6-ylmethyl)thiourea COC1=CC=C(CN(C(=S)N)CC=2C=C3C=CC=NC3=CC2)C=C1